C(C)(=O)N[C@H](C(=O)N1[C@@H](C[C@H](C1)O)C(=O)NCC(=O)N(C)CC1=CC(=CC=C1)OC)C (2S,4R)-1-((S)-2-acetamidopropanoyl)-4-hydroxy-N-(2-((3-methoxybenzyl)(methyl)amino)-2-oxoethyl)pyrrolidine-2-carboxamide